tert-butyl 3-(dimethylphosphoryl)azocane-1-carboxylate CP(=O)(C)C1CN(CCCCC1)C(=O)OC(C)(C)C